CN1CC(C1)N1CCN(CC1)C1=CC=CC=2N(C=NC21)C(=O)NCCC2=CC=CC=C2 4-(4-(1-Methylazetidin-3-yl)piperazin-1-yl)-N-phenethyl-1H-benzo[d]imidazole-1-carboxamide